F[C@H]1C[C@@H](CNC1)NC1=NC=2N(C(C(=NC2C=N1)C=1C=CC(=NC1)NS(=O)(=O)CC1=NN(C=C1)C)=O)C(C)C N-(5-(2-(((3S,5S)-5-fluoropiperidin-3-yl)amino)-8-isopropyl-7-oxo-7,8-dihydropteridin-6-yl)pyridin-2-yl)-1-(1-methyl-1H-pyrazol-3-yl)methanesulfonamide